Trans-methyl 4-[[3-[4-[2-(2-amino-3-pyridyl)-5-phenyl-imidazo[4,5-b]pyridin-3-yl]phenyl]pyrrolidin-1-yl]methyl]cyclohexanecarboxylate NC1=NC=CC=C1C1=NC=2C(=NC(=CC2)C2=CC=CC=C2)N1C1=CC=C(C=C1)C1CN(CC1)C[C@@H]1CC[C@H](CC1)C(=O)OC